methyl 6-chlorosulfonylpyridine-2-carboxylate ClS(=O)(=O)C1=CC=CC(=N1)C(=O)OC